4-(4-fluoro-3-methoxyphenyl)but-3-en-2-one FC1=C(C=C(C=C1)C=CC(C)=O)OC